(R)-1-((7-cyano-2-(3'-(5-(N-ethyl-N-methylglycyl)-5,6-dihydro-4H-pyrrolo[3,4-d]oxazol-2-yl)-2,2'-dimethyl-[1,1'-biphenyl]-3-yl)benzo[d]oxazol-5-yl)methyl)pyrrolidine-3-carboxylic acid C(#N)C1=CC(=CC=2N=C(OC21)C=2C(=C(C=CC2)C2=C(C(=CC=C2)C=2OC1=C(N2)CN(C1)C(CN(C)CC)=O)C)C)CN1C[C@@H](CC1)C(=O)O